C(=O)(O)OC(=O)O.C([Li])[Li] methylenedilithium dicarbonate